C(CCCCCCCCCCC)C1=CC=C(C=C1)O 4-Dodecyl-phenol